OCCC=1C=C(C=CC1)C=1C=C(C=CC1)[C@@H](C)NC(C1=C(C=CC(=C1)N1CCN(CC1)C)C)=O N-[(1R)-1-[3-[3-(2-Hydroxyethyl)phenyl]phenyl]ethyl]-2-methyl-5-(4-methylpiperazin-1-yl)benzamide